6-[(3R)-3-(dimethylamino)pyrrolidin-1-yl]thieno[2,3-b]pyridine-2-carboxylic acid CN([C@H]1CN(CC1)C1=CC=C2C(=N1)SC(=C2)C(=O)O)C